2-Fluoro-1-(3-(4-(hydroxymethyl)-1-(4-(trifluoromethoxy)phenyl)-1H-pyrazolo[3,4-b]pyridin-3-yl)azetidin-1-yl)prop-2-en-1-one FC(C(=O)N1CC(C1)C1=NN(C2=NC=CC(=C21)CO)C2=CC=C(C=C2)OC(F)(F)F)=C